4-((4-([1,2,4]triazolo[4,3-c]pyrimidin-7-yloxy)-3-methylphenyl) amino)-7-methoxyquinazolin-6-yl acetate C(C)(=O)OC=1C=C2C(=NC=NC2=CC1OC)NC1=CC(=C(C=C1)OC1=CC=2N(C=N1)C=NN2)C